FC1(CCN(CC1)C(=O)NCC[C@H](CN1CCN(CC1)C1=C(C(=CC=C1)OC)F)O)F (R)-4,4-Difluoro-N-(4-(4-(2-fluoro-3-methoxyphenyl)piperazin-1-yl)-3-hydroxybutyl)piperidine-1-carboxamide